CC1=CC=C(C=C1)S(=O)(=O)OCCOCCOCCN1CCN(CC1)C(C1=CC(=C(C=C1)NC1=NC=C(C(=N1)NC)Cl)OC)=O 2-(2-(2-(4-(4-((5-chloro-4-(methylamino)pyrimidin-2-yl)amino)-3-methoxybenzoyl)piperazin-1-yl)ethoxy)ethoxy)ethyl 4-methylbenzenesulfonate